FC(N1C(C2=C(C=CC(=C2C=C1)OC1CC2(CN(C2)CCCC2=CC=3N(C=C2F)C=NN3)C1)C)=O)F 2-(Difluoromethyl)-5-((2-(3-(6-fluoro-[1,2,4]triazolo[4,3-a]pyridin-7-yl)propyl)-2-azaspiro[3.3]heptan-6-yl)oxy)-8-methylisoquinolin-1(2H)-one